C1(CC1)CC1=NOC=N1 (cyclopropylmethyl)-1,2,4-oxadiazol